NC=1SC=2[C@H]3CN(C[C@@H](CC2N1)N3C3=NC(=NO3)C3(CC3)C(F)(F)F)C(=O)OC |o1:4,8| methyl (4R*,8R*)-2-amino-10-{3-[1-(trifluoromethyl)cyclopropyl]-1,2,4-oxadiazol-5-yl}-4,7,8,9-tetrahydro-4,8-epimino[1,3]thiazolo[5,4-d]azocine-6(5H)-carboxylate